C1CCC2=C(C=3CCCC3C=C12)NC(=O)NS(=O)(=O)\C=C\[C@@H]1N(CCC1)C[2H] (R,E)-N-((1,2,3,5,6,7-hexahydro-s-indacen-4-yl)carbamoyl)-2-(1-(methyl-d)pyrrolidin-2-yl)ethene-1-sulfonamide